5,6-Dimethoxybenzo[b]selenophene COC1=CC2=C([Se]C=C2)C=C1OC